N[C@@H](CO)CN1N=C(N=N1)C1=CC=C(C=C1)OC1=NC=C(C=C1F)Cl (R)-2-Amino-3-(5-(4-((5-chloro-3-fluoropyridin-2-yl)oxy)phenyl)-2H-tetrazol-2-yl)propan-1-ol